(R)-7-bromo-N-(2-methyl-5-(2-(2-methylpyrrolidin-1-yl)acetamido)pyridin-3-yl)-[1,2,4]triazolo[4,3-a]pyridine-3-carboxamide BrC1=CC=2N(C=C1)C(=NN2)C(=O)NC=2C(=NC=C(C2)NC(CN2[C@@H](CCC2)C)=O)C